acrylamido-2-methylpropane sodium [Na].C(C=C)(=O)NCC(C)C